(S)-tert-butyl (1-(7-cyano-5-fluoro-2,3-dimethyl-1H-indol-4-yl)piperidin-3-yl)carbamate C(#N)C=1C=C(C(=C2C(=C(NC12)C)C)N1C[C@H](CCC1)NC(OC(C)(C)C)=O)F